(S)-methyl 2-((S)-2-((tert-butoxycarbonyl)amino)-2-((S)-2,3-dihydrobenzofuran-2-yl)acetamido)-3-((S)-2-oxopyrrolidin-3-yl)propanoate C(C)(C)(C)OC(=O)N[C@H](C(=O)N[C@H](C(=O)OC)C[C@H]1C(NCC1)=O)[C@H]1OC2=C(C1)C=CC=C2